BrC=1C=NN2C1N=C(N=C2NCC2=CC=C(C=C2)C2=NC=CC=C2)NC[C@@H]2CC[C@H](CC2)NC(OC(C)(C)C)=O tert-butyl N-[trans-4-({[8-bromo-4-({[4-(pyridin-2-yl)phenyl]methyl}amino)pyrazolo[1,5-a][1,3,5]triazin-2-yl]amino}methyl)cyclohexyl]carbamate